lanthanum-nickel hydroxide [Ni](O)O.[La]